C(C)C(=C)CCCCC 2-Ethyl-1-hepten